1-(3'-(6-amino-5-(4-(tert-butyl)piperazin-1-yl)pyridin-3-yl)-3-chloro-5'-fluoro-2'-hydroxy-[1,1'-biphenyl]-4-yl)-3-methyl-1H-imidazol-2(3H)-one NC1=C(C=C(C=N1)C=1C(=C(C=C(C1)F)C1=CC(=C(C=C1)N1C(N(C=C1)C)=O)Cl)O)N1CCN(CC1)C(C)(C)C